[Na+].C(C(=O)[O-])(C)C tert-butanoate sodium